3-amino-2-chloro-6-(1,1-dioxidothiomorpholino)isonicotinic acid NC1=C(C(=O)O)C=C(N=C1Cl)N1CCS(CC1)(=O)=O